9-fluoro-3-(hydroxymethyl)-7-(methoxyimino)-6,7-dihydro-1H,5H-pyrido[3,2,1-ij]quinolin-1-one FC=1C=C2C(C=C(N3C2=C(C1)C(CC3)=NOC)CO)=O